(3,5-di-tert-butyl 4-hydroxyphenyl) propionate C(CC)(=O)OC1=CC(=C(C(=C1)C(C)(C)C)O)C(C)(C)C